BrC1=C(C=C2C(C=C(OC2=C1)C)=O)O 7-bromo-6-hydroxy-2-methyl-4H-chromen-4-one